N1-(Dimethylamino)methylene-N4-(thiazol-2-yl)fumaramide CN(C)C=NC(\C=C\C(=O)NC=1SC=CN1)=O